8-(2-chloro-4-(2-(pyrrolidin-1-yl)ethoxy)phenyl)-6-(1-methylcyclopropoxy)-9-((4-methylpyridin-2-yl)methyl)-9H-purine ClC1=C(C=CC(=C1)OCCN1CCCC1)C=1N(C2=NC=NC(=C2N1)OC1(CC1)C)CC1=NC=CC(=C1)C